O=S1(N(CC(N1)=O)C1=C(C=C(C=C1O)C1=CN=C(S1)C(=O)NCCC(C)C)F)=O 5-(4-(1,1-Dioxo-4-oxo-1,2,5-thiadiazolidin-2-yl)-3-fluoro-5-hydroxyphenyl)-N-isopentylthiazole-2-carboxamide